S1CSC1 1,3-Dithietane